ClC=1C=C(C=CC1Cl)C(CC)NC(CCN1CCCC1)=O N-(1-(3,4-dichlorophenyl)propyl)-3-(pyrrolidin-1-yl)propanamide